N1(CCCCC1)C(N)=S piperidine-1-thiocarboxamide